1,3-Propylene glycol sulfite S(=O)(O)OCCCO